O=C1OC=CC(=C1)C1=CC=C2C=CC=NC2=C1 2-oxo-4-(quinolin-7-yl)-2H-pyran